N-[{8-(4-chlorophenoxy)chroman-4-yl}methyl]acrylamide tert-Butyl-5-(difluoromethoxy)-2-oxo-1-{[2-(trimethylsilyl)ethoxy]methyl}-1,2-dihydrospiro[indole-3,4'-piperidine]-1'-carboxylate C(C)(C)(C)OC(=O)N1CCC2(CC1)C(N(C1=CC=C(C=C12)OC(F)F)COCC[Si](C)(C)C)=O.ClC1=CC=C(OC=2C=CC=C3C(CCOC23)CNC(C=C)=O)C=C1